CN1N=CC(=C1)C=1C=C2N(N=CC=C2N2C[C@H]3CCC(C2)N3C3CC(C3)O)C1 (1R,3r)-3-(3-(6-(1-methyl-1H-pyrazol-4-yl)pyrrolo[1,2-b]pyridazin-4-yl)-3,8-diazabicyclo[3.2.1]octan-8-yl)cyclobutan-1-ol